N1C[C@@H](CC1)OC1=NC2=CC=CC=C2C(=N1)N [(3R)-pyrrolidin-3-yloxy]quinazolin-4-amine